isopropyl (E)-4-(4-(3-amino-2-((4-((2-amino-6-methoxy-4-(methoxy-carbonyl)phenyl)amino)but-2-en-1-yl)amino)-5-carbamoylphenoxy)but-2-yn-1-yl)piperazine-1-carboxylate NC=1C(=C(OCC#CCN2CCN(CC2)C(=O)OC(C)C)C=C(C1)C(N)=O)NC\C=C\CNC1=C(C=C(C=C1OC)C(=O)OC)N